ethynyldi(2-furyl)methylsilane C(#C)[SiH2]C(C=1OC=CC1)C=1OC=CC1